C(#N)C=1C(NC=2C=C(C=NC2C1C)CN1CCNCC1)=O 4-((7-cyano-8-methyl-6-oxo-5,6-dihydro-1,5-naphthyridin-3-yl)methyl)piperazine